[4-(4-bromopyrazol-1-yl)cyclohexyl]methanol BrC=1C=NN(C1)C1CCC(CC1)CO